((ethylamino)methyl)-1-(4-methoxybenzyl)-1H-pyrazole-5-carboxylic acid ethyl ester C(C)OC(=O)C1=CC(=NN1CC1=CC=C(C=C1)OC)CNCC